3-chloro-5-(dibromomethyl)-1-ethyl-6-(2,4,6-trifluorophenyl)pyridin-2-one Di-(2-ethyl-hexyl)adipate C(C)C(COC(CCCCC(=O)OCC(CCCC)CC)=O)CCCC.ClC=1C(N(C(=C(C1)C(Br)Br)C1=C(C=C(C=C1F)F)F)CC)=O